ClC=1C=C(C=CC1F)[C@@H](CO)N1C(C=C(C=C1)C=1C=C2C(=NNC2=CC1)C1=CC(=NC=C1)C)=O (S)-1-(1-(3-chloro-4-fluorophenyl)-2-hydroxyethyl)-4-(3-(2-methylpyridin-4-yl)-1H-indazol-5-yl)pyridin-2(1H)-one